1-(5-bromo-1H-pyrazole-3-carbonyl)piperidine-4-carboxylic acid BrC1=CC(=NN1)C(=O)N1CCC(CC1)C(=O)O